Lysyl-Benzophenone N[C@@H](CCCCN)C(=O)C1=C(C(=O)C2=CC=CC=C2)C=CC=C1